6-butoxy-N-phenyl-naphthalene-2-amine C(CCC)OC=1C=C2C=CC(=CC2=CC1)NC1=CC=CC=C1